O1C(=O)C=CC2=CC(=CC=C12)C(=O)[O-] coumarin-6-carboxylate